ethyl 2-(2-((7-bromobenzo[b]thiophen-5-yl)methoxy)-4-methylphenyl)acetate BrC1=CC(=CC2=C1SC=C2)COC2=C(C=CC(=C2)C)CC(=O)OCC